C(C1=CC=CC=C1)OC(=O)N1[C@H](CN(CC1)C1=C(N=C2N1CCN(C2)C(=O)OC(C)(C)C)C(=O)OCC)CC#N 7-(tert-butyl) 2-ethyl (S)-3-(4-((benzyloxy)carbonyl)-3-(cyanomethyl)piperazin-1-yl)-5,6-dihydroimidazo[1,2-a]pyrazine-2,7(8H)-dicarboxylate